aluminum tri(ethylacetate) C(C)CC(=O)[O-].C(C)CC(=O)[O-].C(C)CC(=O)[O-].[Al+3]